4-(2-(2-(2,6-dimethylpyridin-4-yl)-3-isopropyl-1H-indol-5-yl)ethyl)thiomorpholine 1,1-dioxide CC1=NC(=CC(=C1)C=1NC2=CC=C(C=C2C1C(C)C)CCN1CCS(CC1)(=O)=O)C